S-(7-oxo-7-((4-phenylthiazol-2-yl)amino)heptyl) 3-(4-acetamidophenyl)propanethioate C(C)(=O)NC1=CC=C(C=C1)CCC(SCCCCCCC(NC=1SC=C(N1)C1=CC=CC=C1)=O)=O